ethyl (S)-2-(5-(5,5-dimethyltetrahydro-2H-pyran-2-yl)-3-fluoro-2-methoxyphenyl)acetate CC1(CC[C@H](OC1)C=1C=C(C(=C(C1)CC(=O)OCC)OC)F)C